[2-tert-butyl-6-(2-hydroxy-2-methylpropyl)-5,8-dioxo-5,6,7,8-tetrahydro-4H-pyrazolo[1,5-a]pyrrolo[3,4-d]pyrimidin-4-yl]acetic acid C(C)(C)(C)C1=NN2C(N(C3=C(C2=O)CN(C3=O)CC(C)(C)O)CC(=O)O)=C1